Carbamoyl-Pyridone C(N)(=O)C=1C(NC=CC1)=O